3-[4,4-dimethyl-2-(1-methylpyrazolo[3,4-b]pyridin-4-yl)-1,3-dihydroisoquinolin-6-yl]-3,9-diazaspiro[5.5]undecane CC1(CN(CC2=CC=C(C=C12)N1CCC2(CC1)CCNCC2)C2=C1C(=NC=C2)N(N=C1)C)C